C(\C=C\C(=O)[O-])(=O)[O-] E-fumarate